N1C(NC(NC1=O)=O)=O 1,3,5-Triazin-2,4,6(1H,3H,5H)-trion